C(#N)C=1C=NC(=NC1)N[C@H]1CN(CC1)C=1C=CC=C2C(=NN(C12)C)NC(C=C)=O (R)-N-(7-(3-((5-cyanopyrimidin-2-yl)amino)pyrrolidin-1-yl)-1-methyl-1H-indazol-3-yl)acrylamide